C(C)(C)(C)OC(=O)N1N=CC=C1 N-t-butoxycarbonyl-pyrazole